C(C1=CC=CC=C1)OC1=C(N2C(C3=C(C(=CC=C13)Cl)OC1=CC=CC=C1)=NC=N2)C(=O)OC Methyl 6-(benzyloxy)-9-chloro-10-phenoxy-[1,2,4]triazolo[5,1-a]isoquinoline-5-carboxylate